(4-Chlorophenylthio)methyl-phosphonic acid diethyl ester C(C)OP(OCC)(=O)CSC1=CC=C(C=C1)Cl